C1(=CC=CC2=CC3=CC=CC=C3C=C12)C=1OC=CN1 anthracenyl-oxazole